N-(4-(2-2H-1,2,3-triazolyl)butyl)-3-(3-ethyl-5-(5-methoxy-2-pyridinyl)-1-1H-1,2,4-triazolyl)benzamide N=1N(N=CC1)CCCCNC(C1=CC(=CC=C1)N1N=C(N=C1C1=NC=C(C=C1)OC)CC)=O